ClC1=C(C=C(OCC(=O)N[C@H]2CC[C@@H](NC2)C(=O)NC2=CC=C(C=C2)Cl)C=C1)F (2R,5S)-5-[2-(4-chloro-3-fluorophenoxy)acetamido]-N-(4-chlorophenyl)piperidine-2-carboxamide